2-ethyl-2'-methyl-spiro[6,7-dihydrothieno[3,2-C]pyran-4,4'-piperidine] trifluoromethanesulfonate FC(S(=O)(=O)O)(F)F.C(C)C1=CC2=C(CCOC23CC(NCC3)C)S1